1,6-hexandiol distearate C(CCCCCCCCCCCCCCCCC)(=O)OCCCCCCOC(CCCCCCCCCCCCCCCCC)=O